5-(N-(2-(4-(1H-pyrrole-2-carbonyl)piperazin-1-yl)phenyl)-N-phenethylsulfamoyl)-3-methylbenzofuran-2-carboxylic acid ethyl ester C(C)OC(=O)C=1OC2=C(C1C)C=C(C=C2)S(N(CCC2=CC=CC=C2)C2=C(C=CC=C2)N2CCN(CC2)C(=O)C=2NC=CC2)(=O)=O